p-menthane-1,5-diene C1(=CCC(C=C1)C(C)C)C